COCCN(C=1N=C(C2=C(N1)C(=NC(=N2)N(CCOC)CCOC)N2C[C@H](CC2)OC)N2CCC(CC2)OC)CCOC (S)-N2,N2,N6,N6-tetrakis(2-methoxyethyl)-4-(4-methoxypiperidin-1-yl)-8-(3-methoxypyrrolidin-1-yl)pyrimido[5,4-d]pyrimidine-2,6-diamine